2,2-dimethoxyacetaldoxime COC(C=NO)OC